2-([(tert-butyldiphenylsilyl) oxy] methyl)-3,8-diazabicyclo[3.2.1]octane-8-carboxylate [Si](C1=CC=CC=C1)(C1=CC=CC=C1)(C(C)(C)C)OCC1C2CCC(CN1)N2C(=O)[O-]